C(C)(C)(C)OC(=O)N1C(CNCC1)C1=NC(=NC2=C(C(=C(C=C12)Cl)Br)F)F (7-bromo-6-chloro-2,8-difluoroquinazolin-4-yl)piperazine-1-carboxylic acid tert-butyl ester